(S)-3-((7-chloro-1-methyl-6-((6-(methylamino)pyrazolo[1,5-a]pyrazin-3-yl)oxy)-1H-imidazo[4,5-b]pyridin-2-yl)amino)-1-(tetrahydrofuran-3-yl)-5-(trifluoromethyl)pyridin-2(1H)-one ClC1=C2C(=NC=C1OC=1C=NN3C1C=NC(=C3)NC)N=C(N2C)NC=2C(N(C=C(C2)C(F)(F)F)[C@@H]2COCC2)=O